FC1=CC=C(C=C1)N1C(=NC=C1C1=CC=NC=C1)C1=CC=C(C=C1)O (4-Fluorophenyl)-2-(4-Hydroxyphenyl)-5-(4-pyridyl)-1H-imidazole